methyl 2-(chloromethyl)-1-((1-(fluoromethyl)cyclopropyl) methyl)-1H-benzo[d]imidazole-6-carboxylate ClCC1=NC2=C(N1CC1(CC1)CF)C=C(C=C2)C(=O)OC